CN=S(=O)(C)C1=C2C=CN(C2=C(C(=C1OC=1C=CC(=C(C#N)C1)F)F)F)S(=O)(=O)C1=CC=C(C=C1)C 5-[4-(N,S-dimethylsulfonimidoyl)-6,7-difluoro-1-(p-tolylsulfonyl)indol-5-yl]oxy-2-fluoro-benzonitrile